4-phenyl-1-(1-phenylvinyl)pyrazole-3-carboxylic acid prop-2-en-1-yl ester C(C=C)OC(=O)C1=NN(C=C1C1=CC=CC=C1)C(=C)C1=CC=CC=C1